5-bromo-1-(5-(piperazin-1-yl)pentyl)-1H-indole BrC=1C=C2C=CN(C2=CC1)CCCCCN1CCNCC1